(4-chlorophenyl)-1H-benzo[d]imidazole ClC1=CC=C(C=C1)N1C=NC2=C1C=CC=C2